C1(=CC=CC=C1)C=1SC(=NN1)OC1C(N2CCC1CC2)CC=2C=NC=CC2 2-Phenyl-5-[2-(3-pyridylmethyl)quinuclidin-3-yl]oxy-1,3,4-thiadiazole